2,2,3,4,4-pentafluoro-3-(difluoromethyl)sulfolane FC1(S(=O)(=O)CC(C1(C(F)F)F)(F)F)F